FC(OC1=CC=C(C(=O)N2CCC(CC2)C2=C3C(=NC=C2)NC(=N3)C3CCC(CC3)C(=O)OC)C=C1)(F)F methyl 4-[7-[1-[4-(trifluoromethoxy)benzoyl]-4-piperidyl]-3H-imidazo[4,5-b]pyridin-2-yl]cyclohexanecarboxylate